C(CCCCCCCCCCCCCCCCC)(=O)OCCN(C(C=CC(NCCOCCN(C)C)=O)=O)CCOC(CCCCCCCCCCCCCCCCC)=O 2-methyl-9,12-dioxo-13-{2-[(1-oxooctadecyl) oxy] ethyl}-5-oxa-2,8,13-triazapentadec-10-en-15-yl octadecanoate